(6S,9S,12S,15S,18R,19R)-19-decyl-6,9-bis(hydroxymethyl)-16,18-dimethyl-12-[(1S)-1-methylpropyl]-15-propyl-1-oxa-4,7,10,13,16-pentazacyclononadecane-2,5,8,11,14,17-hexone C(CCCCCCCCC)[C@@H]1[C@H](C(N([C@H](C(N[C@H](C(N[C@H](C(N[C@H](C(NCC(O1)=O)=O)CO)=O)CO)=O)[C@H](CC)C)=O)CCC)C)=O)C